COC(=O)C1(CCC(=NO1)C1=C(C=C(C(=C1)N1C(N(C(N(C1=O)C)=S)C)=O)F)Cl)F 3-(2-chloro-5-(3,5-dimethyl-2,6-dioxo-4-thioxo-1,3,5-triazin-1-yl)-4-fluorophenyl)-6-fluoro-5,6-dihydro-4H-1,2-oxazine-6-carboxylic acid methyl ester